methyl (Z)-2-hydroxy-3-(4-(trifluoromethyl)phenyl)acrylate O\C(\C(=O)OC)=C/C1=CC=C(C=C1)C(F)(F)F